C(C)(C)(C)OC(=O)N(C(OC(C)(C)C)=O)C1=NC=NC(=C1)C1=CC(=CC(=C1)[C@H]1N([C@@H](COC1)CC#N)CC1=CC=C(C=C1)OC)Cl tert-butyl (tert-butoxycarbonyl)(6-(3-chloro-5-((3R,5R)-5-(cyanomethyl)-4-(4-methoxybenzyl)morpholin-3-yl)phenyl)pyrimidin-4-yl)carbamate